(2S,4R)-N-(6-bromopyrazin-2-yl)-4-fluoropyrrolidine-2-carboxamide hydrochloride Cl.BrC1=CN=CC(=N1)NC(=O)[C@H]1NC[C@@H](C1)F